OC(=O)C(F)(F)F.[N+](=O)([O-])C1C[C@H](OCC2(COC2)C1)CO (S)-(2,6-dioxa-9-nitrospiro[3.6]decane-7-yl)methanol TFA salt